tri(3-carboxypropyl)phosphine C(=O)(O)CCCP(CCCC(=O)O)CCCC(=O)O